tert-butyl 3-bromo-6-((2-fluoroethoxy)methyl)-2-hydroxybenzoate BrC=1C(=C(C(=O)OC(C)(C)C)C(=CC1)COCCF)O